3,3'-(1,4-phenylenedimethylene)-bis-(7,7-dimethyl-2-oxabicyclo[2.2.1]-heptane-1-methanesulfonic acid) C1(=CC=C(C=C1)CC1OC2(CCC1C2(C)C)CS(=O)(=O)O)CC2OC1(CCC2C1(C)C)CS(=O)(=O)O